1-(TRIFLUOROMETHYL)NAPHTHALENE-5-BORONIC ACID FC(C1=CC=CC=2C(=CC=CC12)B(O)O)(F)F